2,5-di-tert-butylpyridine C(C)(C)(C)C1=NC=C(C=C1)C(C)(C)C